FC=1C(=CC=2C3=C(OC(C2C1)=O)COCC3=O)F 8,9-difluoro-4H-pyrano[3,4-c]isochromene-1,6-dione